1-((2-(2-acetoxyphenyl)acetoxy)(phenyl)methyl)-5-(4-(hexyloxy)-1,2,5-thiadiazol-3-yl)-1-methyl-1,2,3,6-tetrahydropyridin-1-ium iodide [I-].C(C)(=O)OC1=C(C=CC=C1)CC(=O)OC([N+]1(CCC=C(C1)C1=NSN=C1OCCCCCC)C)C1=CC=CC=C1